[N+](=O)([O-])C(C(C1=CC=CC=C1)C1=CC=CC=C1)[N+](=O)[O-] 2,2-dinitrodiphenylethane